2-(3,3-Difluoropiperidin-1-yl)-6-methylpyrimidine-4-carboxylic acid methyl ester COC(=O)C1=NC(=NC(=C1)C)N1CC(CCC1)(F)F